1-(3-(5-(2-methyl-[1,1'-biphenyl]-3-yl)-1,3,4-oxadiazol-2-yl)benzyl)piperidine-4-carboxylic acid hydrochloride Cl.CC1=C(C=CC=C1C1=NN=C(O1)C=1C=C(CN2CCC(CC2)C(=O)O)C=CC1)C1=CC=CC=C1